C[C@@H]1COCCN1C1=CC(=CC(=N1)NC1=CC=NN1COCC[Si](C)(C)C)C1(CC1)S(=O)(=O)C (R)-6-(3-methylmorpholino)-4-(1-(methylsulfonyl)cyclopropyl)-N-(1-((2-(trimethylsilyl)ethoxy)methyl)-1H-pyrazol-5-yl)pyridin-2-amine